vanillin vanillate C(C1=CC(OC)=C(O)C=C1)(=O)O.O=CC1=CC(OC)=C(O)C=C1